OCC1(CCN(CC1)CC1=CC=C(C=C1)C1=CC=C(C=C1)C1=C(C=C2C(=N1)N=C(N2)OC=2C=CC(=C(C(=O)O)C2)C)Cl)CO 5-((5-(4'-((4,4-bis(hydroxymethyl)piperidin-1-yl)methyl)-[1,1'-biphenyl]-4-yl)-6-chloro-1H-imidazo[4,5-b]pyridin-2-yl)oxy)-2-methylbenzoic acid